N[C@@H](CCCC[N+](C)(C)C)C(=O)O [(S)-5-Amino-5-carboxypentyl]-trimethylazanium